BrC=1C=C(C(=C(C(=O)OC)C1)NC1CC(C1)(C)O)C(F)(F)F methyl 5-bromo-2-[(cis)-3-hydroxy-3-methylcyclobutylamino]-3-(trifluoromethyl)benzoate